C(CCCCCCC)N1C(CCC1)=O N-octylpyrrolidone